(S)-6-(4-(2-hydroxy-1-phenylethylamino)-5-(1,3,4-oxadiazol-2-yl)pyrimidin-2-ylamino)-2,4-dimethylphthalazin-1(2H)-one OC[C@H](C1=CC=CC=C1)NC1=NC(=NC=C1C=1OC=NN1)NC=1C=C2C(=NN(C(C2=CC1)=O)C)C